N-{4-Methoxymethyl-1-[2-(2-thienyl)ethyl]-4-piperidyl}propionanilide COCC1(CCN(CC1)CCC=1SC=CC1)N(C1=CC=CC=C1)C(CC)=O